[1,2,4]Triazolo[4,3-a]pyridin-7-ylboronic acid N=1N=CN2C1C=C(C=C2)B(O)O